di(naphthyl)benzophenanthrene C1(=CC=CC2=CC=CC=C12)C=1C(=C2C=3C=CC=CC3C3=C(C2=CC1)C=CC=C3)C3=CC=CC1=CC=CC=C31